(1S,3S)-3-((2-(5-(hydroxymethyl)-1-methyl-1H-pyrazol-4-yl)-4-methyl-pyrimidin-5-yl)oxy)cyclohexane-1-carboxylic acid isopropyl ester C(C)(C)OC(=O)[C@@H]1C[C@H](CCC1)OC=1C(=NC(=NC1)C=1C=NN(C1CO)C)C